ClC=1C=C2C(=NC(=NC2=C(C1C1=CC(=CC2=CC=CC=C12)O)F)OC[C@H]1N(CCC1)C)N1C2CNCC1CCC2 4-(6-chloro-4-{3,9-diazabicyclo[3.3.1]nonan-9-yl}-8-fluoro-2-{[(2S)-1-methylpyrrolidin-2-yl]methoxy}quinazolin-7-yl)naphthalen-2-ol